(S)-2-hydroxy-1-phenylethane OCCC1=CC=CC=C1